1,3-dimethyl-5-(7-methylsulfonyl-2,3-dihydro-1,4-benzodioxin-5-yl)pyridin-2-one CN1C(C(=CC(=C1)C1=CC(=CC=2OCCOC21)S(=O)(=O)C)C)=O